C1(=CC=CC=C1)NCCCCCCC1=CC=C(C=C1)NC(=O)N1CCN(CC1)C(=O)OC(C)(C)C tert-butyl 4-((4-(6-(phenylamino)hexyl)phenyl)carbamoyl)piperazine-1-carboxylate